3,5,6,7-tetrahydro-8-[(4-methoxyphenyl)amino]-6,6-dimethyl-2H-1,4-Benzothiazine-3-carboxylic acid COC1=CC=C(C=C1)NC=1CC(CC2=NC(CSC21)C(=O)O)(C)C